N,N'-dibutyl-N,N'-di(1,2,2,6,6-pentamethyl-4-piperidyl)-1,3,5-triazine-2,4,6-triamine C(CCC)N(C1=NC(=NC(=N1)N(C1CC(N(C(C1)(C)C)C)(C)C)CCCC)N)C1CC(N(C(C1)(C)C)C)(C)C